IC1=CN=CN1CCCN1CCOCC1 4-[3-(5-iodo-imidazol-1-yl)propyl]morpholine